FC1=C(C=CC=C1)NC(=O)N1CCNCC1 N-(2-fluorophenyl)piperazine-1-carboxamide